5-(2-aminoethyl)benzene-1,2,3-triol NCCC=1C=C(C(=C(C1)O)O)O